1,3,5-cyclohexanetri-nitrile C1(CC(CC(C1)C#N)C#N)C#N